4-(β-D-ribofuranosyl)aminobenzene-5'-phosphate C1=CC(=CC=C1[C@H]2[C@@H]([C@@H]([C@H](O2)COP(=O)([O-])[O-])O)O)N